1-nonyl-4-methylpyridinium cyanide salt [C-]#N.C(CCCCCCCC)[N+]1=CC=C(C=C1)C